ClC=1C=C(C=CC1C(F)(F)F)C1=CC=C2C(=CN=NC2=C1)NCC1=C(C=C(C=C1)OC)OC 7-[3-chloro-4-(trifluoromethyl)phenyl]-N-[(2,4-dimethoxyphenyl)methyl]cinnolin-4-amine